NC1=CC=C(C=C1)C(=O)N1CCN(CC1)C (4-amino-phenyl)-(4-methyl-piperazin-1-yl)-methanone